(P)-phenol C1(=CC=CC=C1)O